(S)-2-((6-((4-(cyclopropanecarbonyl)-2-fluorobenzyl)oxy)-3',6'-dihydro-[2,4'-bipyridine]-1'(2'H)-yl)methyl)-1-(oxetan-2-ylmethyl)-1H-benzo[d]imidazole-6-carboxylate C1(CC1)C(=O)C1=CC(=C(COC2=CC=CC(=N2)C=2CCN(CC2)CC2=NC3=C(N2C[C@H]2OCC2)C=C(C=C3)C(=O)[O-])C=C1)F